NC1=NC=CC=C1S(=O)(=O)NC(=O)C=1C(=NC(=CC1)N1N=C(C=C1)OCC(C)(C)C)N1C(C[C@@H](C1)C)(C)C N-[(2-Amino-3-pyridyl)sulfonyl]-6-[3-(2,2-dimethylpropoxy)pyrazol-1-yl]-2-[(4S)-2,2,4-trimethylpyrrolidin-1-yl]pyridin-3-carboxamid